(E)-1,12-Pentadecadiene C=CCCCCCCCCC\C=C\CC